COC=1C=C(CCO[C@H]2[C@@H](CCCC2)N2C=CC=C2)C=CC1OC (R)-1-((1R,2R)-2-(3,4-dimethoxyphenethyloxy)cyclohexyl)pyrrole